[O-]P([O-])(=O)OP(=O)([O-])[O-].[Si+4] Silicon Pyrophosphate